ClC=1C(=C(C=CC1)NC1=C(C=C2C(=N1)NN=C2N)F)F N6-(3-chloro-2-fluorophenyl)-5-fluoro-1H-pyrazolo[3,4-b]pyridine-3,6-diamine